2-hydroxy-4-propyl-2,3,4,6,7,8-hexahydro-5H-chromen-5-one OC1OC=2CCCC(C2C(C1)CCC)=O